N-(2-cyanoethyl)-N-methyl-4-(3-methyl-4-oxo-2-(trifluoromethyl)-4H-pyrido[1,2-a]pyrimidin-9-yl)benzamide C(#N)CCN(C(C1=CC=C(C=C1)C1=CC=CN2C1=NC(=C(C2=O)C)C(F)(F)F)=O)C